N-(2-(3-(Dimethylamino)propoxy)-5-(3'-methyl-2-oxo-2',3'-dihydrospiro[cyclopropane-1,1'-pyrrolo[2,3-c]quinolin]-8'-yl)pyridin-3-yl)thiophene-2-sulfonamide CN(CCCOC1=NC=C(C=C1NS(=O)(=O)C=1SC=CC1)C1=CC=2C3=C(C=NC2C=C1)N(CC31C(C1)=O)C)C